C(#N)C=1C=C(C(=O)NC=2C=C(C=CC2)C)C=C(C1)F 3-cyano-5-fluoro-N-m-tolylbenzamide